BrCC1=C(C=CC=C1)OC\C=C(\CC\C=C(\CCC=C(C)C)/C)/C 1-(bromomethyl)-2-{[(2E,6E)-3,7,11-trimethyldodeca-2,6,10-trien-1-yl]oxy}benzene